C[Si](CCC(F)(F)F)C dimethyl-trifluoropropyl-silicon